C(#N)C1=NC2=CC(=CC=C2N=C1N1C[C@H](OCC1)C(F)F)C 2-cyano-3-((S)-2-(difluoromethyl)morpholino)-7-methylquinoxalin